(2R,4S)-4-((2-aminopyridin-3-yl)oxy)-1-(cyclopropanecarbonyl)pyrrolidin NC1=NC=CC=C1O[C@H]1CCN(C1)C(=O)C1CC1